C(C1=CC=CC=C1)OC1=C2C(=C(N(C2=CC=C1)C1CC(C1)(F)F)C(C)C)I (benzyloxy)-1-(3,3-difluorocyclobutyl)-3-iodo-2-isopropyl-1H-indole